Ethyl (R)-(-)-mandelate CCOC(=O)[C@@H](C1=CC=CC=C1)O